(R)-5-(2-(tert-butylamino)-1-hydroxyethyl)quinolin-2(1H)-one C(C)(C)(C)NC[C@H](O)C1=C2C=CC(NC2=CC=C1)=O